Tert-butyl N-[(1R,4R,7R)-2-[2-[6-chloro-1-(cyclopropylmethyl)-8H-pyrrolo[3,2-g]indol-2-yl]-7-fluoro-1-methyl-benzimidazole-5-carbonyl]-2-azabicyclo[2.2.1]heptan-7-yl]carbamate ClC1=CNC=2C3=C(C=CC12)C=C(N3CC3CC3)C3=NC1=C(N3C)C(=CC(=C1)C(=O)N1[C@@H]3CC[C@H](C1)[C@H]3NC(OC(C)(C)C)=O)F